N-[(1R)-2-(dimethylamino)-1-methyl-ethyl]-9-[(2S)-2-(1,3-dioxoisoindolin-2-yl)propoxy]-5,6-dimethyl-pyrido[4,3-b]carbazole-1-carboxamide CN(C[C@@H](C)NC(=O)C1=NC=CC2=C(C=3N(C=4C=CC(=CC4C3C=C21)OC[C@H](C)N2C(C1=CC=CC=C1C2=O)=O)C)C)C